4-({3-[8-bromo-3-(2,2,2-trifluoroethyl)imidazo[1,2-a]pyridin-2-yl]prop-2-yn-1-yl}amino)-N-cyclopropyl-3-methoxybenzamide BrC=1C=2N(C=CC1)C(=C(N2)C#CCNC2=C(C=C(C(=O)NC1CC1)C=C2)OC)CC(F)(F)F